4-(cyclopropylmethoxy)-3-methoxybenzoic acid C1(CC1)COC1=C(C=C(C(=O)O)C=C1)OC